C(#N)CC1CC(C1)(C1=NN=CN1C)C=1C=C(C=CC1)NC(=O)C=1C=2N(C=C(C1)C=O)C=CN2.N=2C=CN1C2C(=CC=C1)C(=O)N imidazo[1,2-a]pyridine-8-carboxamide compound with N-(3-((1s,3s)-3-(cyanomethyl)-1-(4-methyl-4H-1,2,4-triazol-3-yl)cyclobutyl)phenyl)-6-formylimidazo[1,2-a]pyridine-8-carboxamide